9α-Fluoro-11β,16α,17α,21-tetrahydroxypregn-4-ene-3,20-dione C[C@]12CCC(=O)C=C1CC[C@@H]3[C@@]2([C@H](C[C@]4([C@H]3C[C@H]([C@@]4(C(=O)CO)O)O)C)O)F